C(C)(=O)O.C(C)(=O)O.C(C)(=O)O.N[C@@H](CCCCN)C(=O)O.N[C@@H](CCCCN)C(=O)O.N[C@@H](CCCCN)C(=O)O trilysine triacetate